CC(CCN1CCC2(C(C2)CNC2=NC=C(N=C2)C=2C(=NN(C2)C)C)CC1)(C)C N-[[6-(3,3-dimethylbutyl)-6-azaspiro[2.5]octan-2-yl]methyl]-5-(1,3-dimethylpyrazol-4-yl)pyrazin-2-amine